N-(bicyclo[2.2.2]octan-1-yl)acetamide C12(CCC(CC1)CC2)NC(C)=O